BrC=1C=CC2=C(N(C(=N2)CC(F)(F)F)C)C1 6-bromo-1-methyl-2-(2,2,2-trifluoroethyl)-1H-benzo[d]imidazole